BrC1=CC=C(OCC(COCC(=CCOC(C2=CC=CC=C2)(C2=CC=CC=C2)C2=CC=CC=C2)C)O)C=C1 1-(4-bromophenoxy)-3-((2-methyl-4-(trityloxy)but-2-en-1-yl)oxy)propan-2-ol